ClC1=CC=C(C(=N1)S(=O)(=O)N)O[C@H](C)C=1C=C(C=C2C(C(=C(OC12)C1CC12COC2)C)=O)C 6-Chloro-3-[(1R)-1-[3,6-dimethyl-2-(5-oxaspiro[2.3]hexan-2-yl)-4-oxo-chromen-8-yl]ethoxy]pyridine-2-sulfonamide